3-(4-(2,5-dichloropyrimidin-4-yl)-1H-pyrazol-1-yl)propionitrile ClC1=NC=C(C(=N1)C=1C=NN(C1)CCC#N)Cl